C(C)(C)(CC(C)(C)C)C=1C=C(C=C(C1)C(C)(C)CC(C)(C)C)O 3,5-di(t-octyl)phenol